ethyl (S)-(5-bromo-6-(1-((tert-butoxycarbonyl)amino)-2-(3,5-difluorophenyl)ethyl)-3-(2,2,2-trifluoroacetamido)pyridin-2-yl)glycinate BrC=1C=C(C(=NC1[C@H](CC1=CC(=CC(=C1)F)F)NC(=O)OC(C)(C)C)NCC(=O)OCC)NC(C(F)(F)F)=O